N5-(4-(2-propyl-2H-tetrazol-5-yl)phenethyl)-2-(furan-2-yl)-[1,2,4]triazolo[1,5-a][1,3,5]triazine-5,7-diamine C(CC)N1N=C(N=N1)C1=CC=C(CCNC2=NC=3N(C(=N2)N)N=C(N3)C=3OC=CC3)C=C1